1-(2-Chloro-5-(4-((1-(2,6-dimethoxy-4-(2-methyl-1-oxo-1,2-dihydro-2,7-naphthyridin-4-yl)phenethyl)piperidin-4-yl)oxy)piperidine-1-carbonyl)phenyl)dihydropyrimidine-2,4(1H,3H)-dione ClC1=C(C=C(C=C1)C(=O)N1CCC(CC1)OC1CCN(CC1)CCC1=C(C=C(C=C1OC)C1=CN(C(C2=CN=CC=C12)=O)C)OC)N1C(NC(CC1)=O)=O